tert-butyl (S)-(4-methyl-1-(4H-1,2,4-triazol-3-yl)pentan-2-yl)carbamate CC(C[C@@H](CC1=NN=CN1)NC(OC(C)(C)C)=O)C